3-phenyl-quinolin-5-ol C1(=CC=CC=C1)C=1C=NC=2C=CC=C(C2C1)O